CC1(O[C@H]2[C@H]([C@H](OC[C@@H]2NC2=NC(=CN=C2)C(F)(F)F)CN2CCNCC2)O1)C N-((3aS,4R,7S,7aR)-2,2-dimethyl-4-(piperazin-1-ylmethyl)tetrahydro-4H-[1,3]dioxolo[4,5-c]pyran-7-yl)-6-(trifluoromethyl)pyrazin-2-amine